N(=C=O)C[Si](O[Si](CC)(CC)CN=C=O)(CC)CC 1,3-bis(isocyanatomethyl)-1,1,3,3-tetraethyldisiloxane